BrC1=CN(C(C=2C(=CC(=NC12)C1=C(C=CC=C1F)F)Cl)=O)CC1=CC=C(C=C1)OC 8-bromo-4-chloro-2-(2,6-difluorophenyl)-6-(4-methoxybenzyl)-1,6-naphthyridin-5(6H)-one